3-methyl-1-(quinolin-8-yl)-1H-pyrazol-5(4H)-one CC1=NN(C(C1)=O)C=1C=CC=C2C=CC=NC12